C(C=C)(=O)N1C[C@H](C[C@H](C1)OC)N1C(N(C=2C(=NC=CC21)N)C2=CC=C(C=C2)OC2=CC=CC=C2)=O ((3S,5R)-1-propenoyl-5-methoxypiperidin-3-yl)-4-amino-3-(4-phenoxyphenyl)-1,3-dihydro-2H-imidazo[4,5-c]pyridin-2-one